16-(5-methyl-4-prop-2-enoyl-2,3-dihydroquinoxalin-1-yl)-8,11-dioxa-2,14,20,21-tetrazatetracyclo[12.6.2.13,7.018,22]tricosa-1(20),3,5,7(23),16,18,21-heptaen-15-one CC1=C2N(CCN(C2=CC=C1)C=1C(N2CCOCCOC=3C=CC=C(NC4=NC=C(C1)C2=N4)C3)=O)C(C=C)=O